N-[(2S,3S,4R)-3,4-dihydroxy-1-{[(2S,3RS,4S,5R,6R)-3,4,5-trihydroxy-6-(hydroxymethyl)oxaN-2-yl]Oxy}octadeca-2-yl]-11-(3-Methyloxetan-3-yl)undecylamide O[C@@H]([C@H](CO[C@H]1O[C@@H]([C@@H]([C@@H]([C@H]1O)O)O)CO)NC(CCCCCCCCCCC1(COC1)C)=O)[C@@H](CCCCCCCCCCCCCC)O |&1:10|